5-(dipropylamino)pentanamide C(CC)N(CCCCC(=O)N)CCC